2-chloro-4-[[3-(2,3-difluoro-4-methoxy-phenyl)imidazo[1,2-a]pyrazin-8-yl]amino]-N-(2-piperazin-1-ylethyl)benzamide ClC1=C(C(=O)NCCN2CCNCC2)C=CC(=C1)NC=1C=2N(C=CN1)C(=CN2)C2=C(C(=C(C=C2)OC)F)F